NC1CC2(C3=CC(=CC=C13)F)NC(C=1N2C(C(=CC1Cl)NC1=NC=NC(=C1)N)=O)=O 3'-amino-6-((6-aminopyrimidin-4-yl)amino)-8-chloro-6'-fluoro-2',3'-dihydro-2H-spiro[imidazo[1,5-a]pyridine-3,1'-indene]-1,5-dione